COC1=CC=C(N=N1)CNC(=O)C1=C(OC=2N=CN=C(C21)NC2(CC2)C)C N-[(6-methoxypyridazin-3-yl)methyl]-6-methyl-4-[(1-methylcyclopropyl)amino]furo[2,3-d]pyrimidine-5-carboxamide